azetidin-3-yl (R)-4-(azetidin-1-yl)-2,5-dimethyl-5,7-dihydro-6H-pyrrolo[3,4-d]pyrimidine-6-carboxylate bistrifluoroacetate FC(C(=O)O)(F)F.FC(C(=O)O)(F)F.N1(CCC1)C=1C2=C(N=C(N1)C)CN([C@@H]2C)C(=O)OC2CNC2